(S)-N-(2-cyano-4,4,4-trifluorobutan-2-yl)-8-methoxy-9-(2-methyl-2H-tetrazol-5-yl)-1-(2,2,2-trifluoroethyl)-5,6-dihydropyrrolo[2,1-a]isoquinoline-3-carboxamide C(#N)[C@](C)(CC(F)(F)F)NC(=O)C1=CC(=C2N1CCC1=CC(=C(C=C21)C=2N=NN(N2)C)OC)CC(F)(F)F